N'-(O-(tert-butyldimethylsilyl)-N-(3-chloro-4-cyano-2-methylphenyl)-D-threonyl)-4-(((tert-butyldimethylsilyl)oxy)methyl)benzohydrazide [Si](C)(C)(C(C)(C)C)O[C@H]([C@@H](NC1=C(C(=C(C=C1)C#N)Cl)C)C(=O)NNC(C1=CC=C(C=C1)CO[Si](C)(C)C(C)(C)C)=O)C